methyl 2-amino-4-(pent-4-en-1-yloxy)benzoate NC1=C(C(=O)OC)C=CC(=C1)OCCCC=C